BrC1=C2C(=NN(C2=CC(=C1Cl)C)C1OCCCC1)C 4-bromo-5-chloro-3,6-dimethyl-1-(tetrahydro-2H-pyran-2-yl)-1H-indazole